FC(C(=O)O)(F)F.CC(C)S(=O)N propane-2-sulfinamide trifluoroacetate salt